1-{2-fluoro-4-[(trifluoromethyl)oxy]phenyl}hexan-1-ol FC1=C(C=CC(=C1)OC(F)(F)F)C(CCCCC)O